1-(4-fluorophenyl)-N-(4-methyl-3-(1-methyl-5-morpholino-6-oxo-1,6-dihydropyridin-3-yl)phenyl)-5-(methylsulfinyl)-1H-pyrazole-3-carboxamide FC1=CC=C(C=C1)N1N=C(C=C1S(=O)C)C(=O)NC1=CC(=C(C=C1)C)C1=CN(C(C(=C1)N1CCOCC1)=O)C